FC1=CC=C(C=C1)S(=O)(=O)[C@]12CCN([C@@H]2CCC2=C1C=CC(=C2)C(C(F)(F)F)(C(F)(F)F)F)C(=O)[C@H]2[C@H](C[C@@H](CC2)C(=O)O)C (1R,3S,4R)-4-((3aR,9bR)-9b-((4-Fluorophenyl)sulfonyl)-7-(perfluoropropan-2-yl)-2,3,3a,4,5,9b-hexahydro-1H-benzo(E)indole-3-carbonyl)-3-methylcyclohexane-1-carboxylic acid